C[C@@H]1CN(C[C@@H](C1)NC1=C2C(=NC=C1C=1SC=CN1)NC=C2)C(CC#N)=O 3-((3S,5R)-3-methyl-5-((5-(thiazol-2-yl)-1H-pyrrolo[2,3-b]pyridin-4-yl)amino)piperidin-1-yl)-3-oxopropanenitrile